20,C22-dihydroxycholesterol O[C@](C(CCC(C)C)O)(C)[C@H]1CC[C@H]2[C@@H]3CC=C4C[C@@H](O)CC[C@]4(C)[C@H]3CC[C@]12C